Tert-butyl 4-{2-[1-(2,6-dioxopiperidin-3-yl)-3-methyl-2-oxo-1,3-benzodiazol-5-yl]ethynyl}piperidine-1-carboxylate O=C1NC(CCC1N1C(N(C2=C1C=CC(=C2)C#CC2CCN(CC2)C(=O)OC(C)(C)C)C)=O)=O